N-(3,5-difluoro-4-{[3-(trifluoromethyl)-1-{[2-(trimethylsilyl)ethoxy]methyl}-1H-pyrrolo[2,3-b]pyridin-4-yl]oxy}phenyl)-N'-(3-hydroxy-2,2-dimethylpropyl)thiourea FC=1C=C(C=C(C1OC1=C2C(=NC=C1)N(C=C2C(F)(F)F)COCC[Si](C)(C)C)F)NC(=S)NCC(CO)(C)C